C(C)C=1C=C(C(=C)C)C=CC1CC 3,4-diethyl-α-methylstyrene